C(#N)C(C(=O)OCCS(=O)(=O)CC[NH3+])=C(C1=CC=CC=C1)C1=CC=CC=C1 2-[2-(2-cyano-3,3-diphenyl-prop-2-enoyl)oxyethylsulfonyl]Ethylammonium